(±)-1-(2,2-difluorobenzo[d][1,3]dioxolan-5-yl)ethan-1-amine FC1(OC2=C(O1)C=CC(=C2)[C@@H](C)N)F |r|